N1(N=CC=C1)C=1C=C(CN(C=2OC=C(N2)CN2CCN(CC2)C)CC2=CC(=CC=C2)OC)C=CC1 N-(3-(1H-pyrazol-1-yl)benzyl)-N-(3-methoxybenzyl)-4-((4-methylpiperazin-1-yl)methyl)oxazol-2-amine